O1CCOC2=C1C=CC(=C2)CC=2C=C(C=CC2C)C2[C@@H]([C@H]([C@@H]([C@H](O2)O)O)O)O (2S,3S,4R,5R)-6-[3-(2,3-dihydro-1,4-benzodioxine-6-ylmethyl)-4-methylphenyl]Oxane-2,3,4,5-tetrol